2-(4-cyclopropyl-6-methoxypyrimidin-5-yl)-8-(4-(1-methyl-4-(trifluoromethyl)-1H-imidazol-2-yl)benzyl)-[1,2,4]triazolo[1,5-a]pyridine C1(CC1)C1=NC=NC(=C1C1=NN2C(C(=CC=C2)CC2=CC=C(C=C2)C=2N(C=C(N2)C(F)(F)F)C)=N1)OC